1-cyclopropylethyl (3R,4S)-3-(5-{4-amino-5-[(4,4-difluoropiperidin-1-yl)methyl]pyrrolo[2,1-f][1,2,4]triazin-7-yl}-2-methoxypyridine-3-amido)-4-fluoropyrrolidine-1-carboxylate NC1=NC=NN2C1=C(C=C2C=2C=C(C(=NC2)OC)C(=O)N[C@@H]2CN(C[C@@H]2F)C(=O)OC(C)C2CC2)CN2CCC(CC2)(F)F